N,N,2,4,6-Pentamethylanilinium C[NH+](C1=C(C=C(C=C1C)C)C)C